Benzyl-4-amino-3-chloro-5-fluoro-6-(7-fluoro-1H-indol-6-yl)pyridine-2-carboxylat C(C1=CC=CC=C1)OC(=O)C1=NC(=C(C(=C1Cl)N)F)C1=CC=C2C=CNC2=C1F